FC1=CC2=C(N(C(=N2)C2=NON=C2C)CC=2C=NC=CC2)C(=C1)F 3-[5,7-difluoro-1-(pyridin-3-ylmethyl)benzimidazol-2-yl]-4-methyl-1,2,5-oxadiazole